ClC1=CC=C(C=C1)C1CCC(CC1)C1=C(C(C2=CC=CC=C2C1=O)=O)OCCCCCCCCCCCCCCC(=O)OCC ethyl 15-((3-((1r,4r)-4-(4-chlorophenyl)cyclohexyl)-1,4-dioxo-1,4-dihydronaphthalen-2-yl)oxy)pentadecanoate